(1s,3s)-3-{3-[2-(methoxymethoxy)-6-methyl-4-(trifluoromethyl)phenyl]-5-methyl-7H-pyrrolo[2,3-c]pyridazin-7-yl}-1-methylcyclobutanol COCOC1=C(C(=CC(=C1)C(F)(F)F)C)C1=CC2=C(N=N1)N(C=C2C)C2CC(C2)(O)C